C(CCC)OOC(C1=CC=CC=C1)=O Butylperoxybenzoat